(1R,2S,5S)-N-(cyano(isoquinolin-4-yl)methyl)-3-((S)-2-((4-(Dimethylamino)phenyl)sulfonyl)-3,3-dimethylbutyryl)-6,6-dimethyl-3-azabicyclo[3.1.0]hexane-2-carboxamide C(#N)C(NC(=O)[C@@H]1[C@H]2C([C@H]2CN1C([C@H](C(C)(C)C)S(=O)(=O)C1=CC=C(C=C1)N(C)C)=O)(C)C)C1=CN=CC2=CC=CC=C12